ClC1=CC=C(C=N1)NC1=NC=CC2=CC(=CC=C12)OCC1=CN=CN1C N-(6-chloropyridin-3-yl)-6-((1-methyl-1H-imidazol-5-yl)methoxy)isoquinolin-1-amine